Cl.O=C1NC2(C(N1CC(=O)NC1=CC=CC=C1)=O)CCN(CC2)C2=NC=CC=N2 2-(2,4-Dioxo-8-(pyrimidin-2-yl)-1,3,8-triazaspiro[4.5]decan-3-yl)-N-phenylacetamide hydrochloride